5-(4-cyclopropyl-6-methoxy-pyrimidin-5-yl)-7-[[3-fluoro-4-[1-methyl-4-(trifluoromethyl)imidazol-2-yl]phenyl]methoxy]-2-methyl-thiazolo[5,4-d]pyrimidine C1(CC1)C1=NC=NC(=C1C=1N=C(C2=C(N1)SC(=N2)C)OCC2=CC(=C(C=C2)C=2N(C=C(N2)C(F)(F)F)C)F)OC